3-(7-(difluoromethyl)-6-(1-methyl-1H-pyrazol-4-yl)-3,4-dihydroquinolin-1(2H)-yl)-1-(tetrahydro-2H-pyran-4-yl)-1H-pyrazolo[4,3-b]Pyridine-5-carboxylic acid FC(C1=C(C=C2CCCN(C2=C1)C1=NN(C=2C1=NC(=CC2)C(=O)O)C2CCOCC2)C=2C=NN(C2)C)F